N=1C=CN2C=NC(=CC21)C(=O)O imidazo[1,2-c]pyrimidine-7-carboxylic acid